NN1C=C(C(C=C1)=O)C(=O)OCC ethyl 1-amino-4-oxo-1,4-dihydropyridine-3-carboxylate